OC1CN(C1)C1CN(C1)C=1C=C2C(NC(C2=CC1)=O)=O 5-(3-hydroxy-[1,3'-biazetidin]-1'-yl)isoindoline-1,3-dione